[3-[4-[1-(trifluoromethyl)cyclopropyl]phenyl]azetidin-1-yl]methanon FC(C1(CC1)C1=CC=C(C=C1)C1CN(C1)C=O)(F)F